4-methoxysalicylnicotinamide COC=1C=C(C(CC2=C(C(=O)N)C=CC=N2)=CC1)O